ClC=1C=CC=2C3=C(C(=NC2C1)C1=CC=CC=C1)CN(C3=O)S(=O)(=O)C3=CC=C(C=C3)C 7-chloro-2,3-dihydro-2-[(4-methylphenyl)sulfonyl]-4-phenyl-1H-pyrrolo[3,4-c]quinolin-1-one